O=C([C@H](O)[C@H](O)[C@@H](O)[C@@H](O)CO)O L-mannonic acid